tert-butyl (2R,4R)-4-(5-(5-cyano-2-methoxyphenyl)-1,3,4-oxadiazole-2-carboxamido)-2-methylpyrrolidine-1-carboxylate C(#N)C=1C=CC(=C(C1)C1=NN=C(O1)C(=O)N[C@@H]1C[C@H](N(C1)C(=O)OC(C)(C)C)C)OC